N,N'-bisallyl-N-methyl-5-nitroisophthalamide C(C=C)N(C(C1=CC(C(=O)NCC=C)=CC(=C1)[N+](=O)[O-])=O)C